2-(fluoromethyl)-8-(5-methylfuran-2-yl)imidazo[1,2-a]pyrazin FCC=1N=C2N(C=CN=C2C=2OC(=CC2)C)C1